FC1=NC(=CC(=C1)NN)F 2,6-difluoro-4-hydrazinopyridine